C(CCCCCC)C1CCCC1 2-heptylcyclopentan